C(C)(C)N(C1=CC(=CC(=N1)C(=O)NC1=CC=C(C(=O)O)C=C1)C)C 4-(6-(isopropyl-(methyl)amino)-4-methylpyridinamido)benzoic acid